5-(1-{2-Fluoro-4-[(1,3-thiazol-2-yl)methoxy]benzoyl}piperidin-4-yl)-4-methoxypyridin-2-amine FC1=C(C(=O)N2CCC(CC2)C=2C(=CC(=NC2)N)OC)C=CC(=C1)OCC=1SC=CN1